P(OCl)([O-])(=O)N chloro phosphoramidate